ClC1=C(C=CC=C1CN1CCOCC1)S(=O)NC=1C=C(C(C(=O)O)=CC1)C(=O)O 4-((2-chloro-3-(morpholinomethyl)phenyl)sulfinamido)phthalic acid